BrC1=CN=C2SC3=NC(=CN3C2=C1)C(=O)OCC Ethyl 11-bromo-7-thia-2,5,9-triazatricyclo[6.4.0.02,6]dodeca-1(12),3,5,8,10-pentaene-4-carboxylate